C(C(O)CC(=O)[O-])(=O)[O-].[Na+].[Na+] Natrium malat